C(C)(C)(C)OC(=O)N1CCC2(CC1)OC1=CC=C(C=C1C(C2)O)F tert-butyl-6-fluoro-4-hydroxyspiro[chromane-2,4'-piperidine]-1'-carboxylate